O=C1NC(CCC1N1C(C2=CC=C(C=C2C1)NC(=O)N1[C@@H](CC2=CC=CC=C12)CN(C(OC(C)(C)C)=O)C)=O)=O tert-butyl (((2S)-1-((2-(2,6-dioxopiperidin-3-yl)-1-oxoisoindolin-5-yl)carbamoyl)indolin-2-yl)methyl)(methyl)carbamate